[C@H]1(CC[C@H](C1)C(=O)O)C(=O)O trans-cyclopentane-1,4-dicarboxylic acid